3-chloro-4-((5-chloro-4-(1-(2-hydroxy-2-methylpropyl)-1H-pyrazol-4-yl)pyrimidin-2-yl)amino)benzenesulfonamide ClC=1C=C(C=CC1NC1=NC=C(C(=N1)C=1C=NN(C1)CC(C)(C)O)Cl)S(=O)(=O)N